4-(5-((tert-butoxycarbonyl)amino)-6-methylpyridin-2-yl)-1-methyl-1H-pyrazole-5-carboxylic acid C(C)(C)(C)OC(=O)NC=1C=CC(=NC1C)C=1C=NN(C1C(=O)O)C